2-(3-((5-((5-bromo-1H-indazol-4-yl)carbamoyl)thiazol-2-yl)amino)-4-methyl-1H-pyrazol-1-yl)acetic acid BrC=1C(=C2C=NNC2=CC1)NC(=O)C1=CN=C(S1)NC1=NN(C=C1C)CC(=O)O